C(C)(C)OC1=CC=C(C=C1)NC(NC1=NC(=CC(=N1)NCCNC(C)=O)C)=O N-(2-((2-(3-(4-isopropoxyphenyl)ureido)-6-methylpyrimidin-4-yl)amino)ethyl)acetamide